C(C)(C)(C)OC(=O)N(C=1C(=CC=C2C=CC(=CC12)C1=CC=CC(=N1)C(=O)OC)Cl)C(=O)OC(C)(C)C methyl 6-[8-[bis(tert-butoxycarbonyl)amino]-7-chloro-2-naphthyl]pyridine-2-carboxylate